ClC=1C=C(C=CC1F)NC(N(CC1=NN=C2N1CCOCC2)C=2C=NC(=CC2)OC)=O 3-(3-Chloro-4-fluorophenyl)-1-(6-methoxypyridin-3-yl)-1-((5,6,8,9-tetrahydro-[1,2,4]triazolo[4,3-d][1,4]oxazepin-3-yl)methyl)urea